COC(=O)C1=C(C=2C(=CN=CC2C2=CC=C(C=C2)C=2C=NN(C2)CC(C(=O)O)N(C)C)S1)N 3-amino-4-(4-(1-(2-(dimethylamino)-2-carboxyethyl)-1H-pyrazol-4-yl)phenyl)thieno[2,3-c]pyridine-2-carboxylic acid methyl ester